BrC=1C=C2C=CC(NC2=C(C1F)I)=O 6-bromo-7-fluoro-8-iodoquinolin-2(1H)-one